C[Si](C)(C)CC(CC1(C=CC=C1)[Zr]C1(C=CC=C1)CC(=C)C[Si](C)(C)C)=C bis[(2-trimethylsilylmethylallyl)cyclopentadienyl]zirconium